C(CC(O)(C(=O)[O-])CC(=O)[O-])(=O)[O-].[Na+].O.[Na+].[Na+] Water Sodium Citrate